FC(COC=1C=CC2=NN(C(C(=C2N1)C1=CC=C(C=C1)OC(F)F)=O)C1=CC2=C(N(N=C2C=C1)C)C)F 6-(2,2-difluoroethoxy)-4-(4-(difluoromethoxy)phenyl)-2-(2,3-dimethyl-2H-indazol-5-yl)pyrido[3,2-c]pyridazin-3(2H)-one